C1=CSS1 dithiete